tetraethylphosphonium tetrafluoroborate F[B-](F)(F)F.C(C)[P+](CC)(CC)CC